FC1(CCC(CC1)CN1N=C(C(=C1C(=O)NC1=CC(=NC=C1)SC)C)C(C)(F)F)F 1-((4,4-difluorocyclohexyl)methyl)-3-(1,1-difluoroethyl)-4-methyl-N-(2-(methylthio)pyridin-4-yl)-1H-pyrazole-5-carboxamide